N1(CN(CN(C1)CCCS=S(=O)([O-])C1=CC=C(C=C1)C)CCCS=S(=O)([O-])C1=CC=C(C=C1)C)CCCS=S(=O)([O-])C1=CC=C(C=C1)C S,S',S''-((1,3,5-triazinane-1,3,5-triyl)tris(propane-3,1-diyl))tris(4-methylbenzenesulfonothioate)